The molecule is a member of the class of fluoren-9-ones that is 9H-fluoren-9-one substituted by 2-(dimethylamino)ethyl group at position 3, hydroxy groups at positions 4 and 5 and two methoxy groups at positions 1 and 6 respectively. It is isolated from the radix of Caulophyllum robustum and exhibits anti-myocardial ischemia activity. It has a role as a metabolite and a cardiovascular drug. It is a member of fluoren-9-ones, a tertiary amino compound, a polyphenol, an aromatic ether and an alkaloid. CN(C)CCC1=CC(=C2C(=C1O)C3=C(C2=O)C=CC(=C3O)OC)OC